C(C)(C)(C)OC(CCC1=C2C(=NC(N(C2=CC(=C1)Cl)C=1C(=NC=CC1)C)=C=O)N)=O 3-(4-amino-7-chloro-1-(2-methylpyridin-3-yl)-2-carbonyl-1,2-dihydroquinazolin-5-yl)propanoic acid tert-butyl ester